tributyl-methyl-phosphonium bis(trifluoromethanesulfonyl)imide salt [N-](S(=O)(=O)C(F)(F)F)S(=O)(=O)C(F)(F)F.C(CCC)[P+](C)(CCCC)CCCC